CC(C)(C#C)N1CCOCC1 4-(2-methylbut-3-yn-2-yl)morpholine